8-ethyl-2-(methylamino)pyrido[2,3-d]pyrimidin-7(8H)-one C(C)N1C(C=CC2=C1N=C(N=C2)NC)=O